CC1=C(C(=C(C(=C1C)N=C=O)C)C)N=C=O 2,3,5,6-Tetramethyl-1,4-phenylendiisocyanat